ClC1=C(C(=C(C=C1OC)OC)Cl)C1=CC2=C(N=C(N=C2)N[C@@H]2COCC[C@@H]2NC(C=C)=O)C(=N1)NC1CCN(CC1)C N-((3S,4S)-3-((6-(2,6-dichloro-3,5-di-methoxyphenyl)-8-((1-methylpiperidin-4-yl)amino)pyrido[3,4-d]pyrimidin-2-yl)amino)tetrahydro-2H-pyran-4-yl)acrylamide